(4-(2-hydroxyethoxy)-3-phenylphenyl)fluorene OCCOC1=C(C=C(C=C1)C1=CC=CC=2C3=CC=CC=C3CC12)C1=CC=CC=C1